FC1(CC(C1)CN1N=C(C(=C1)C(F)(F)F)C(C)C)F 1-((3,3-difluorocyclobutyl)methyl)-3-isopropyl-4-(trifluoromethyl)-1H-pyrazole